di(heptyl undecanoate) adipate C(CCCCC(=O)O)(=O)O.C(CCCCCC)C(C(=O)O)CCCCCCCCC.C(CCCCCC)C(C(=O)O)CCCCCCCCC